CN1C=C(C2=CC=CC=C12)C(C)C1=C(N)C=CC=C1 2-[1-(1-methyl-1H-indol-3-yl)ethyl]aniline